(1R,2R)-2-methyl-2-phenylcyclopropane-1-carboxylic acid 2,5-dioxopyrrolidin-1-yl ester O=C1N(C(CC1)=O)OC(=O)[C@H]1[C@@](C1)(C1=CC=CC=C1)C